(2S,4R)-1-[(2S)-2-(4-cyclopropyltriazol-1-yl)-3,3-dimethyl-butanoyl]-4-hydroxy-N-[3-(5-oxo-1,2-dihydropyrazol-3-yl)propyl]pyrrolidine-2-carboxamide C1(CC1)C=1N=NN(C1)[C@H](C(=O)N1[C@@H](C[C@H](C1)O)C(=O)NCCCC=1NNC(C1)=O)C(C)(C)C